ethyl 4,6-dichloro-2-(methylthio)pyrimidine-5-carboxylate ClC1=NC(=NC(=C1C(=O)OCC)Cl)SC